NC1=NN(C(=N1)C1(CC2CC(CC2C1)C=1N(C(=CN1)C(=O)NC1=CC(=C(C=C1)F)Cl)C)O)C (5-(3-amino-1-methyl-1H-1,2,4-triazol-5-yl)-5-hydroxyoctahydro-pentalen-2-yl)-N-(3-chloro-4-fluorophenyl)-1-methyl-1H-imidazole-5-carboxamide